ICCCCCCCCCC/C=C/CCO (3E)-14-iodo-3-tetradecene-1-ol